1-{2-[5-(difluoromethyl)-3-methyl-1H-pyrazol-1-yl]acetyl}-4-fluoropyrrolidine-2-carboxamide FC(C1=CC(=NN1CC(=O)N1C(CC(C1)F)C(=O)N)C)F